C(C)N(C)C=NC=1C(=C(C(=O)[O-])C=C(C1)C)C (((ethyl(methyl)amino)methylene)amino)-2,5-dimethylbenzoate